C(C1=CC=CC=C1)OC1=CC(=C(C(=C1N1CC(NS1(=O)=O)=O)F)C#CC1=CC=CC=C1)C 5-[6-benzyloxy-2-fluoro-4-methyl-3-(2-phenylethynyl)phenyl]-1,1-dioxo-1,2,5-thiadiazolidin-3-one